FC1([C@@H](CN(C[C@@H]1OCCOS(=O)(=O)C1=CC=C(C=C1)C)C(=O)OC(C)(C)C)C)F tert-butyl (3R,5S)-4,4-difluoro-3-methyl-5-[2-(p-tolylsulfonyloxy)ethoxy]piperidine-1-carboxylate